methyl-2-(6-(tert-butyl)-2,4-dimethyl-1,3-dioxo-1,2,3,4-tetrahydroisoquinolin-4-yl)acetate COC(CC1(C(N(C(C2=CC=C(C=C12)C(C)(C)C)=O)C)=O)C)=O